tert-butyl ((5-(4-(trifluoromethyl)-1H-imidazol-2-yl)pyrazin-2-yl)methyl)carbamate FC(C=1N=C(NC1)C=1N=CC(=NC1)CNC(OC(C)(C)C)=O)(F)F